(benzylamino)-3,4,5,6-tetrafluoro-N,N-dimethylbenzenesulfonamide C(C1=CC=CC=C1)NC1=C(C(=C(C(=C1F)F)F)F)S(=O)(=O)N(C)C